6-chloro-N-(2,4-difluoro-3-(2-((1-(2,2,2-trifluoroethyl)piperidin-4-yl)amino)quinazolin-6-yl)phenyl)-1-hydroxy-2,3-dihydro-1H-indene-4-sulfonamide ClC=1C=C(C=2CCC(C2C1)O)S(=O)(=O)NC1=C(C(=C(C=C1)F)C=1C=C2C=NC(=NC2=CC1)NC1CCN(CC1)CC(F)(F)F)F